3-[4-[2-(2,7-Diazaspiro[3.5]nonan-2-yl)ethyl]-3-methyl-2-oxo-benzimidazol-1-yl]piperidine-2,6-dione C1N(CC12CCNCC2)CCC2=CC=CC=1N(C(N(C12)C)=O)C1C(NC(CC1)=O)=O